8-nitro-2-(4-(trifluoromethyl)phenyl)-3,4-dihydro-2H-benzo[b][1,4,5]oxathiazepine 1,1-dioxide [N+](=O)([O-])C1=CC2=C(OCCN(S2(=O)=O)C2=CC=C(C=C2)C(F)(F)F)C=C1